6-Fluoro-7-(2-fluoro-6-hydroxyphenyl)-1-(2-isopropyl-4-methylpyridin-3-yl)-4-(1-methyl-3-methylene-2-carbonyl-1,8-diazaspiro[4.5]decan-8-yl)pyrido[2,3-d]pyrimidin-2(1H)-one FC1=CC2=C(N(C(N=C2N2CCC3(CC(C(N3C)=C=O)=C)CC2)=O)C=2C(=NC=CC2C)C(C)C)N=C1C1=C(C=CC=C1O)F